(S)-N,2-dimethyl-N-((1aS,6S,6aR)-3-(trifluoromethyl)-1,1a,6,6a-tetrahydrocyclopropa[a]inden-6-yl)propane-2-sulfinamide CN([S@@](=O)C(C)(C)C)[C@H]1[C@H]2[C@@H](C=3C=C(C=CC13)C(F)(F)F)C2